THIABICYCLO[3.2.1]OCTANE S12CCCC(CC1)C2